(S)-5-(2-aminoethoxy)-N-(1-(3,5-di(thiophen-2-yl)phenyl)ethyl)-2-methylbenzamide NCCOC=1C=CC(=C(C(=O)N[C@@H](C)C2=CC(=CC(=C2)C=2SC=CC2)C=2SC=CC2)C1)C